OCCN1C(C(CC1)N1C(C=CC=C1)COC=1C=CC2=C(C=C(O2)C)C1)=O N-(1-(2-hydroxyethyl)-2-oxopyrrolidin-3-yl)-2-methyl-5-(pyridin-2-ylmethoxy)benzofuran